4-(Difluoromethoxy)-2-((4-(6-((4-(difluoromethoxy)-2-fluorobenzyl)oxy)pyridin-2-yl)piperidin-1-yl)methyl)-1-methyl-1H-benzo[d]imidazole-6-carboxylic acid FC(OC1=CC(=CC=2N(C(=NC21)CN2CCC(CC2)C2=NC(=CC=C2)OCC2=C(C=C(C=C2)OC(F)F)F)C)C(=O)O)F